Phenyl ((S)-1-((2S,4R)-2-((4-ethynylbenzyl)carbamoyl)-4-hydroxypyrrolidin-1-yl)-5-hydroxy-3,3-dimethyl-1-oxopentan-2-yl)carbamate C(#C)C1=CC=C(CNC(=O)[C@H]2N(C[C@@H](C2)O)C([C@H](C(CCO)(C)C)NC(OC2=CC=CC=C2)=O)=O)C=C1